CC1(OCC[C@H](C1)C=1C=C2C(=CC=NC2=CC1)C(=O)O)C |r| racemic-(R)-6-(2,2-dimethyltetrahydro-2H-pyran-4-yl)quinoline-4-carboxylic acid